FC1=C(CN2C(NC(C=C2C)=O)=O)C(=CC=C1)C(F)(F)F 1-(2-fluoro-6-(trifluoromethyl)benzyl)-6-methylpyrimidine-2,4(1H,3H)-dione